F[B-](F)(F)F.C[N+]1=CNC=C1 3-methylimidazolium tetrafluoroborat